((1R,5S,6r)-3-(3-(8-fluorodecahydroquinolin-5-yl)-4,7-dihydro-1H-pyrazolo[3,4-b]pyrazin-6-yl)-6-(4-methylthiazol-2-yl)-3-azabicyclo[3.1.0]hexan-6-yl)methanamine FC1CCC(C2CCCNC12)C1=NNC=2NC(=CNC21)N2C[C@H]1C([C@H]1C2)(C=2SC=C(N2)C)CN